4-[(4-methylpiperazin-1-yl)methyl]-1-(2,2,2-trifluoroethyl)-1H-indol CN1CCN(CC1)CC1=C2C=CN(C2=CC=C1)CC(F)(F)F